N-(2-cyclopropyl-2,2-difluoroethyl)-5-(3-fluoroimidazo[1,2-a]pyridin-6-yl)-7H-pyrrolo[2,3-d]pyrimidin-2-amine C1(CC1)C(CNC=1N=CC2=C(N1)NC=C2C=2C=CC=1N(C2)C(=CN1)F)(F)F